COC1=C(C(=CC(=C1)F)F)B(C1=C(C=C(C=C1F)F)OC)C1=C(C=C(C=C1F)F)OC tris(2-methoxy-4,6-difluorophenyl)boron